tert-butyl (R)-6-((4-(4,4,5,5-tetramethyl-1,3,2-dioxaborolan-2-yl)-1H-pyrazol-1-yl)methyl)-7-oxa-4-azaspiro[2.5]octane-4-carboxylate CC1(OB(OC1(C)C)C=1C=NN(C1)C[C@H]1CN(C2(CC2)CO1)C(=O)OC(C)(C)C)C